2-hexyl-decane-ol C(CCCCC)C(CO)CCCCCCCC